CN(C=1N(C=C([N+]1C)C=O)C)C 2-dimethylamino-4-formyl-1,3-dimethylimidazolium